CC1=NC(=NO1)C1=CC=C2C=CN=C(C2=C1)NCCN1CC=2C=NC(=CC2C1=O)OCCC 2-(2-{[7-(5-methyl-1,2,4-oxadiazol-3-yl)isoquinolin-1-yl]amino}ethyl)-6-propoxy-1H,2H,3H-pyrrolo[3,4-c]pyridin-1-one